COC1=CC=C(C=C1)CN1[C@H](CC(C[C@H]1C)=O)C (2s,6r)-1-[(4-methoxyphenyl)methyl]-2,6-dimethyl-piperidin-4-one